C(C)(C)(C)OC(CSC[C@@H](C(=O)N(C)C)N(C)C(=O)OCC1C2=CC=CC=C2C=2C=CC=CC12)=O 2-[(2R)-3-(dimethylamino)-2-[9H-fluoren-9-ylmethoxycarbonyl-(methyl)amino]-3-oxopropyl]sulfanylacetic acid tert-butyl ester